N-((3-chlorophenyl)(4-((4-methoxybenzyl)thio)-1-((2-(trimethylsilyl)ethoxy)methyl)-1H-imidazol-2-yl)methyl)-6-(difluoromethyl)-5-fluoropyridin-2-amine ClC=1C=C(C=CC1)C(NC1=NC(=C(C=C1)F)C(F)F)C=1N(C=C(N1)SCC1=CC=C(C=C1)OC)COCC[Si](C)(C)C